C(C)(C)(C)N1N=C(N=C1)C1=C(C=C(C=C1)C(=O)N1CCN(CC1)C=1OC=2C(=NC(=CC2)C)N1)C (4-(1-(tert-butyl)-1H-1,2,4-triazol-3-yl)-3-methylphenyl)(4-(5-methyloxazolo[4,5-b]pyridin-2-yl)piperazin-1-yl)methanone